ClC1=CC2=C(N=C(NC2=O)C2(CCNCC2)F)C=N1 6-chloro-2-(4-fluoropiperidin-4-yl)pyrido[3,4-d]pyrimidin-4(3H)-one